4-(N-(3,5-dicyclopropylbenzyl)-2-(N-((perfluorophenyl)methyl)-(2,3,4,5,6-pentafluoro-phenyl)sulfonamido)acetamido)-3,5-dimethylbenzoic acid C1(CC1)C=1C=C(CN(C(CN(S(=O)(=O)C2=C(C(=C(C(=C2F)F)F)F)F)CC2=C(C(=C(C(=C2F)F)F)F)F)=O)C2=C(C=C(C(=O)O)C=C2C)C)C=C(C1)C1CC1